C1(CC1)C1=C(C=CC(=C1)O)N=C(N)C1=C(C=2N(N=C1)C=C(C2)C=2C=NC(=CC2C)OC)N[C@@H]2COCC2 N'-(2-cyclopropyl-4-hydroxy-phenyl)-6-(6-methoxy-4-methyl-3-pyridyl)-4-[[(3S)-tetrahydrofuran-3-yl]amino]pyrrolo[1,2-b]pyridazine-3-carboxamidine